(S)-6-(4-chlorophenyl)-2-(1-methyl-1H-pyrazol-4-yl)-3-oxo-N-(1-(pyridin-3-yl)ethyl)-2,3-dihydropyridazine-4-carboxamide ClC1=CC=C(C=C1)C=1C=C(C(N(N1)C=1C=NN(C1)C)=O)C(=O)N[C@@H](C)C=1C=NC=CC1